C(C)(C)(C)N1C=C(C=C1)C(=O)NCC=1SC(=NN1)C1=NN2C(C=CC=C2N[C@H]2[C@H](CN(CC2)C)F)=C1C=C 1-(tert-butyl)-N-((5-(7-(((3S,4R)-3-fluoro-1-methylpiperidin-4-yl)amino)-3-vinylpyrazolo[1,5-a]pyridin-2-yl)-1,3,4-thiadiazol-2-yl)methyl)-1H-pyrrole-3-carboxamide